N1N=C(C=2C=NC=CC21)C(=O)N Pyrazolo[4,3-c]Pyridine-3-carboxamide